2-methylene-1,3,6-trioxocane C=C1OCCOCCO1